N-butyl-cis-4-[(3,5-dichloro-2-pyridyl)oxy]-2'-oxo-spiro[cyclohexane-1,3'-indoline]-5'-carboxamide C(CCC)NC(=O)C=1C=C2C3(C(NC2=CC1)=O)CCC(CC3)OC3=NC=C(C=C3Cl)Cl